N(C(=N)N)C1=NC=C(C=N1)C(=O)OC=1C=2N(C(=CC1)CC(=O)NS(=O)(=O)C)N=CN2 5-(2-(methylsulfonamido)-2-oxoethyl)-[1,2,4]triazolo[1,5-a]pyridin-8-yl 2-guanidinopyrimidine-5-carboxylate